(2R,4R)-4-aminotetrahydrofuran-2-carboxylic acid methyl ester hydrochloride Cl.COC(=O)[C@@H]1OC[C@@H](C1)N